C(CCCCCCC)C1=CC=C(C=C1)C1=NOC(=N1)C1CN(CC1)C(N)=N 3-(3-(4-octylphenyl)-1,2,4-oxadiazol-5-yl)pyrrolidine-1-carboximidamide